NC1=CC=C(C=C1)C1=CC=C(C2=NSN=C21)C2=CC=C(C=C2)N 4,7-Bis(4-aminophenyl)-2,1,3-benzothiadiazole